O1COC2=NC(=CC=C21)NCCC(=O)NC=2C=NN(C2)CC(=O)N(CCOC2=CC=C(C=C2)C)C 3-([1,3]dioxolo[4,5-b]pyridin-5-ylamino)-N-[1-[2-[methyl-[2-(4-methylphenoxy)ethyl]amino]-2-oxo-ethyl]pyrazol-4-yl]propanamide